CC(CNOC(CCO)=O)(CC(CCNOC(CCO)=O)C)C 7,7,9-trimethyl-4,13-dioxa-3,14-dioxo-5,12-diazahexadecane-1,16-diol